NC1=CC(=C(C=C1F)[C@H](C(=O)NCC(F)(F)F)C)CC (R)-2-(4-amino-2-ethyl-5-fluorophenyl)-N-(2,2,2-trifluoroethyl)propanamide